O[C@@H]1C[C@H](N(C1)C(=O)[C@@H](NC(COCCOCCOCCOCCOCCNC(OC(C)(C)C)=O)=O)C(C)(C)C)C(NCC1=CC=C(C=C1)C1=C(N=CS1)C)=O tert-butyl ((S)-19-((2S,4R)-4-hydroxy-2-((4-(4-methylthiazol-5-yl)benzyl)carbamoyl)pyrrolidine-1-carbonyl)-20,20-dimethyl-17-oxo-3,6,9,12,15-pentaoxa-18-azahenicosyl)carbamate